2-(2-chloroquinoline-6-yl)propane-2-ol ClC1=NC2=CC=C(C=C2C=C1)C(C)(C)O